(R)-2-((8-(azetidin-3-yloxy)-5-(2-azidopropan-2-yl)-2,7-naphthyridin-3-yl)amino)-7,7,8-trimethyl-7,8-dihydro-5H-pyrano[4,3-b]pyridin-5-one HCl Cl.N1CC(C1)OC=1N=CC(=C2C=C(N=CC12)NC1=CC=C2C(=N1)[C@H](C(OC2=O)(C)C)C)C(C)(C)N=[N+]=[N-]